Ethyl-3-(3-((7-(5-methyl-1,2,4-oxadiazol-3-yl)isoquinolin-1-yl)amino)propanamido)-1H-pyrazole-5-carboxylate C(C)OC(=O)C1=CC(=NN1)NC(CCNC1=NC=CC2=CC=C(C=C12)C1=NOC(=N1)C)=O